C(C)(C)(C)OC(=O)N1C=CC(C=C1)(CC1=CC=C(C=C1)F)C(=O)OCC 4-ethoxycarbonyl-4-(4-fluorobenzyl)-pyridine-1-carboxylic acid tert-butyl ester